tributyltin C(CCC)[Sn](CCCC)CCCC